ClC1=CC2=C(N=C(O2)C(=O)NC=2C=C(C=CC2)C2(N=CN(S(C2)(=O)=O)C)C)C=C1 5-(3-(6-chlorobenzo[d]oxazole-2-carboxamido)phenyl)-2,5-dimethyl-1,1-dioxo-1,2,4-thiadiazin